FC([C@H]1N(C(OC1)=C=O)C=1N=C2N(CCOC3=C2C=CC(=C3)N[C@H](C(=O)N)C(C)C)C1)F (S)-2-((2-((S)-4-(difluoromethyl)-2-carbonyl-oxazolidin-3-yl)-5,6-dihydrobenzo[f]imidazo[1,2-d][1,4]oxazepin-9-yl)amino)-3-methylbutanamide